Tert-butyl oct-2-ene-8-carboxylate CC=CCCCCCC(=O)OC(C)(C)C